C12(C=CC(CC1)C2)[C] norbornenyl-carbon